FC1CN(CCC1NC)C1=C(C=CC=2N(C(N(C21)C)=O)N2C(CCCC2=O)=O)OC [4-[3-fluoro-4-(methylamino)-1-piperidinyl]-5-methoxy-3-methyl-2-oxo-benzoimidazol-1-yl]piperidine-2,6-dione